COC(=O)C1=NC=CC=C1CCCN 3-(3-aminopropyl)-2-pyridinecarboxylic acid methyl ester